1,3-ditetrahydro-pyrrolyl-androsta-3,5-diene-17-one N1C(CCC1)C1CC(=CC2=CC[C@H]3[C@@H]4CCC([C@@]4(C)CC[C@@H]3[C@@]12C)=O)C1NCCC1